ClC1=CC=C(C=C1)C=1C2=C(NC([C@@H](N1)CC(=O)OC)=S)C=CC(=C2)OC methyl (S)-2-(5-(4-chlorophenyl)-7-methoxy-2-thioxo-2,3-dihydro-1H-benzo[e][1,4]diazepin-3-yl)acetate